(1R,3S)-3-(3-{[(6-meth-ylpyridin-3-yl)acetyl]-amino}-1H-pyrazol-5-yl)-cyclopentyl [(2ξ)-1,1,1-trifluorobutan-2-yl]carbamate FC(C(CC)NC(O[C@H]1C[C@H](CC1)C1=CC(=NN1)NC(CC=1C=NC(=CC1)C)=O)=O)(F)F